CN(C)CCC(CCC(C)C)=O (dimethylaminomethyl)-5-methyl-2-hexanone